OC(C)(C)C1=CC=C(C(=N1)C)N1N=NC(=C1)C(=O)NCC=1SC(=NN1)C1=CC=CC=C1 1-(6-(2-hydroxypropan-2-yl)-2-methylpyridin-3-yl)-N-((5-phenyl-1,3,4-thiadiazol-2-yl)methyl)-1H-1,2,3-triazole-4-carboxamide